(R)-N1-(6-amino-5-methylpyridin-3-yl)-N2-(2,3-dihydro-1H-inden-1-yl)-N2-((5-(trifluoromethyl)pyridin-2-yl)methyl)oxalamide NC1=C(C=C(C=N1)NC(C(=O)N(CC1=NC=C(C=C1)C(F)(F)F)[C@@H]1CCC2=CC=CC=C12)=O)C